CC1=C(C=CC=C1B1OC(C(O1)(C)C)(C)C)NC(=O)C1=NN2C([C@H](CCC2)N2CCC(CC2)C(=O)OC)=C1 methyl 1-[(4S)-2-[[2-methyl-3-(4,4,5,5-tetramethyl-1,3,2-dioxaborolan-2-yl)phenyl]carbamoyl]-4,5,6,7-tetrahydropyrazolo[1,5-a]pyridin-4-yl]piperidine-4-carboxylate